FC1=CC=C2C=CC=C(C2=C1)CCN(C(C)C)C N-(2-(7-fluoronaphthalen-1-yl)ethyl)-N-methylpropan-2-amine